5-methyl-1-tetrahydropyran-2-yl-indazol-6-amine CC=1C=C2C=NN(C2=CC1N)C1OCCCC1